COC1=C(C=CC=C1)P(N(C(C1=CC=CC=C1)=O)P(C1=CC=C(C=C1)[Si](CCCC)(CCCC)CCCC)C1=C(C=CC=C1)OC)C1=CC=C(C=C1)[Si](CCCC)(CCCC)CCCC N,N-bis((2-methoxyphenyl)(4-(tributylsilyl)phenyl)phosphaneyl)benzamide